nickel-manganese-lead [Pb].[Mn].[Ni]